methyl-4-ethyl-3,5-heptanediol dibenzoate C(C1=CC=CC=C1)(=O)OC(CCC)C(C(CC)OC(C1=CC=CC=C1)=O)CC